2-tert-amylanthraquinone C(C)(C)(CC)C1=CC=2C(C3=CC=CC=C3C(C2C=C1)=O)=O